1,3-Bis(isocyanatomethyl)-4-ethylbenzol N(=C=O)CC1=CC(=C(C=C1)CC)CN=C=O